C1C(\C=C\CCCCCCCCCCCCC)C(=O)OC1=O trans-3-heptadecene-1,2-dicarboxylic acid anhydride